(R)-4-(1-(7-methoxy-2-oxo-2,3-dihydro-1H-imidazo[4,5-c]quinolin-1-yl)ethyl)benzenesulfonamide COC=1C=CC=2C3=C(C=NC2C1)NC(N3[C@H](C)C3=CC=C(C=C3)S(=O)(=O)N)=O